(2R,3S,4S,5R)-3-(3,4-difluoro-2-(2-hydroxyethoxy)phenyl)-N-(6-(hydroxymethyl)pyridin-3-yl)-4,5-dimethyl-5-(trifluoromethyl)tetrahydrofuran-2-carboxamide FC=1C(=C(C=CC1F)[C@H]1[C@@H](O[C@]([C@H]1C)(C(F)(F)F)C)C(=O)NC=1C=NC(=CC1)CO)OCCO